N-[5-(2,6-difluoro-4-methoxyphenyl)-1-methyl-3-oxo-2-(propan-2-yl)-2,3-dihydro-1H-pyrazol-4-yl]-4-(difluoromethoxy)benzamide FC1=C(C(=CC(=C1)OC)F)C1=C(C(N(N1C)C(C)C)=O)NC(C1=CC=C(C=C1)OC(F)F)=O